3-(3-(3-methoxyphenoxy)azetidin-1-yl)-2-(1H-pyrrol-1-yl)benzoic acid COC=1C=C(OC2CN(C2)C=2C(=C(C(=O)O)C=CC2)N2C=CC=C2)C=CC1